cis-6-Hydroxy-2-(1-methylpiperidin-4-yl)-1,2,3,4-tetrahydronaphthalen OC=1C=C2CCC(CC2=CC1)C1CCN(CC1)C